CC\C=C\CCCCCC trans-3-Decen